C(C1=CC=CC=C1)O[C@@H](CCOCCCN1N=CC(=C1)C1=NN(C2=CC=C(C=C12)O[Si](C)(C)C(C)(C)C)C1OCCCC1)C [3-[1-[3-[(3R)-3-benzyloxybutoxy]propyl]pyrazol-4-yl]-1-tetrahydropyran-2-yl-indazol-5-yl]oxy-tert-butyl-dimethyl-silane